(2R,5S)-3-(4-amino-2-fluorophenylethyl)-2-(1-(4-bromophenyl)-3-(1H-pyrrol-3-yl)-1H-pyrazol-4-yl)-5-methyloxazolidin-4-one NC1=CC(=C(C=C1)CCN1[C@H](O[C@H](C1=O)C)C=1C(=NN(C1)C1=CC=C(C=C1)Br)C1=CNC=C1)F